Lanthanum(III) trichloride [Cl-].[Cl-].[Cl-].[La+3]